5-(4-(2-Aminoethoxy)isoindolin-2-yl)-4-chloropyridazin-3(2H)-one NCCOC1=C2CN(CC2=CC=C1)C1=C(C(NN=C1)=O)Cl